(13S)-13-methyl-7,10-dioxa-5,14,19,20,23-pentaazatetracyclo[13.5.2.12,6.018,21]tricosa-1(20),2(23),3,5,15(22),16,18(21)-heptaene C[C@H]1CCOCCOC2=NC=CC(C3=NNC=4C=CC(N1)=CC34)=N2